4-chloro-2-(methylthio)thiazole-5-carbaldehyde ClC=1N=C(SC1C=O)SC